ClC1=C(COC=2C=C3CCC(C3=CC2)N2C[C@H]3C([C@H]3C2)C(=O)O)C(=CC=C1)Cl (1R,5S,6S)-3-(5-((2,6-dichlorobenzyl)oxy)-2,3-dihydro-1H-inden-1-yl)-3-azabicyclo[3.1.0]hexane-6-carboxylic acid